(2E)-nonenol C(=C\CCCCCCC)/O